BrC1=CC=C2NC=3C(=CC(=CC3C(C2=C1)=O)F)[N+](=O)[O-] 7-bromo-2-fluoro-4-nitroacridin-9(10H)-one